FC1=C(C(=O)O)C=CC(=C1)C1=NC(=NC=C1C)NC=1C=NN(C1)C fluoro-4-(5-methyl-2-((1-methyl-1H-pyrazol-4-yl)amino)pyrimidin-4-yl)benzoic acid